Cl.NC=CC1=CC=CC=C1 aminostyrene hydrochloride